BrC1=CC=C(OC2=C(C=C(C=C2)NC(CC2=C(C=CC=C2)Cl)=O)S(N)(=O)=O)C=C1 N-[4-(4-bromophenoxy)-3-sulfamylphenyl]-2-(2-chlorophenyl)acetamide